NCC(OCCNC(C1=C(C=C(C=C1)NC=1C=2N(C=CN1)C(=CN2)C2=C(C(=C(C=C2)OC)F)F)CC)=O)(C)C N-[2-(2-Amino-1,1-dimethylethoxy)ethyl]-4-[[3-(2,3-difluoro-4-methoxyphenyl)imidazo[1,2-a]pyrazin-8-yl]amino]-2-ethylbenzamid